C(C)(C)(C)OC(=O)N(C[C@@H](C(=O)O)C1=CC=C(C=C1)Cl)C1CC1 (S)-3-((tert-Butoxycarbonyl)(cyclopropyl)amino)-2-(4-chlorophenyl)propionic acid